tert-butyl 1'-(4-amino-2-fluorophenyl)-3'-fluoro-[1,4'-bipiperidine]-4-carboxylate NC1=CC(=C(C=C1)N1CC(C(CC1)N1CCC(CC1)C(=O)OC(C)(C)C)F)F